FC1=C(C(=O)Cl)C=CC(=C1)F 2,4-difluoro-benzoyl chloride